tert-butyl N-[3-oxo-8-(3-pyrrolidin-1-ylpropoxy)-4H-1,4-benzoxazin-6-yl]carbamate O=C1COC2=C(N1)C=C(C=C2OCCCN2CCCC2)NC(OC(C)(C)C)=O